N-(3-(5-chloro-1H-indol-3-yl)propyl)-4-(3-(piperidin-4-yl)propoxy)benzenesulfonamide ClC=1C=C2C(=CNC2=CC1)CCCNS(=O)(=O)C1=CC=C(C=C1)OCCCC1CCNCC1